Cl.NCC1(CC1)CNC1(CC2=CC=C(C=C2C1)Br)C=1N=C2N(C=CC=C2)C1 N-((1-(aminomethyl)cyclopropyl)methyl)-5-bromo-2-(imidazo[1,2-a]pyridin-2-yl)-2,3-dihydro-1H-inden-2-amine HCl salt